1-(3-(2-amino-6-(6-methylpyridin-3-yl)quinazolin-8-yl)piperidin-1-yl)prop-2-en-1-one NC1=NC2=C(C=C(C=C2C=N1)C=1C=NC(=CC1)C)C1CN(CCC1)C(C=C)=O